FC1=C(C2=C(C(C3=C(SC2)C2=C(C=C3)C=C(S2)C(C)C)O)C=C1)F 9,10-difluoro-2-isopropyl-6,11-dihydrobenzo[e]thieno[3',2':5,6]benzo[1,2-b]thiepin-6-ol